4-bromo-3-(((tert-butyldimethylsilyl)oxy)methyl)-2-fluoropyridine BrC1=C(C(=NC=C1)F)CO[Si](C)(C)C(C)(C)C